CC1=NC=2CCCC(C2C=N1)O 2-methyl-5,6,7,8-tetrahydroquinazolin-5-ol